C(C)(C)(C)OC(=O)N1CCC(CC1)N1N=C(C(=C1)N)OC(F)F 4-(4-amino-3-(difluoromethoxy)-1H-pyrazol-1-yl)piperidine-1-carboxylic acid tert-butyl ester